(1S,2S,4R,6R,8S,9S,11S,12R,13S,19S)-12,19-Difluoro-11-hydroxy-8-(2-hydroxyacetyl)-9,13-dimethyl-6-propyl-5,7-dioxapentacyclo[10.8.0.02,9.04,8.013,18]icosa-14,17-dien-16-one F[C@@]12[C@H](C[C@@]3([C@@]4(O[C@@H](O[C@@H]4C[C@H]3[C@@H]2C[C@@H](C2=CC(C=C[C@]12C)=O)F)CCC)C(CO)=O)C)O